C1(=CC=CC=C1)N1N=C(C(=C1)C=CC(=O)O)C=1C=NC=CC1 3-(1-phenyl-(pyridin-3-yl)-1H-pyrazol-4-yl)acrylic acid